bis(methylthio)trimethylsilane CSC([SiH](C)C)SC